NCC=1C=C(C=CC1)C1=CC(=CC=2C=COC21)COC=2C=C(C(=O)OCC)C=CC2CC(=O)OCC ethyl 3-((7-(3-(aminomethyl)phenyl)benzofuran-5-yl)methoxy)-4-(2-ethoxy-2-oxoethyl)benzoate